((1R,5S,6s)-6-((4-(2-aminopropan-2-yl)-6-phenylpyridin-2-yl)oxy)-3-azabicyclo[3.1.0]hexan-3-yl)(4-methyl-2-(pyrimidin-2-yl)thiazol-5-yl)methanone NC(C)(C)C1=CC(=NC(=C1)C1=CC=CC=C1)OC1[C@@H]2CN(C[C@H]12)C(=O)C1=C(N=C(S1)C1=NC=CC=N1)C